CC=1C=C(C=CC1)C1=CC=CC2=C1N=C(O2)S (m-methylphenyl)benzo[d]oxazole-2-thiol